(S)-8-(6-amino-5-((8-chloro-4,4-difluoro-1,2,3,4-tetrahydroquinolin-5-yl)thio)pyrazin-2-yl)-2-oxa-8-azaspiro[4.5]decan-4-amine NC1=C(N=CC(=N1)N1CCC2([C@@H](COC2)N)CC1)SC1=C2C(CCNC2=C(C=C1)Cl)(F)F